isobutyl 4-(3,4-dihydroxy-3-methyl-but-1-ynyl)-2,6-dimethyl-7-oxo-1H-pyrrolo[2,3-c]pyridine-3-carboxylate OC(C#CC=1C2=C(C(N(C1)C)=O)NC(=C2C(=O)OCC(C)C)C)(CO)C